BrC1=CC=C2C(=NC(=NC2=C1)NC1=C(C=C(C=C1)F)F)NC1=NNC(=C1)C 7-bromo-N4-(5-methyl-1H-pyrazol-3-yl)-N2-(2,4-difluorophenyl)quinazoline-2,4-diamine